Ethyl 1-((1S,2R)-2-methoxy-1-phenylpropyl)-1H-pyrazole-4-carboxylate CO[C@@H]([C@H](C1=CC=CC=C1)N1N=CC(=C1)C(=O)OCC)C